(S)-3-((3'-(trifluoromethyl)-5',6'-dihydro-8'H-spiro[piperidine-4,7'-[1,2,4]triazolo[4,3-a]pyridin]-1-yl)methyl)pyrrolidine-1-carboxylic acid tert-butyl ester C(C)(C)(C)OC(=O)N1C[C@@H](CC1)CN1CCC2(CC=3N(CC2)C(=NN3)C(F)(F)F)CC1